N-(benzyloxy)-2-(2,2,7-trifluoro-3-oxo-6-(perfluorophenyl)-2,3-dihydro-4H-benzo[b][1,4]oxazin-4-yl)acetamide C(C1=CC=CC=C1)ONC(CN1C2=C(OC(C1=O)(F)F)C=C(C(=C2)C2=C(C(=C(C(=C2F)F)F)F)F)F)=O